(2R,5S)-5-(4-bromobenzyl)-4-(4-(1,5-dimethyl-1H-1,2,4-triazol-3-yl)cyclohexyl)-morpholine-2-carboxylic acid hydrochloride Cl.BrC1=CC=C(C[C@H]2CO[C@H](CN2C2CCC(CC2)C2=NN(C(=N2)C)C)C(=O)O)C=C1